2-{6-[2-(5-Fluoro-2,7-dimethyl-benzo[b]thiophen-3-yl)-ethylamino]-pyrimidin-4-yl}-1H-indol FC1=CC2=C(SC(=C2CCNC2=CC(=NC=N2)C=2NC3=CC=CC=C3C2)C)C(=C1)C